2-chloro-4-{[15-methyl-13-oxo-11-thia-3,6,14,17-tetraazatetracyclo[8.8.0.02,7.012,18]octadeca-1(10),2(7),3,5,8,12(18)-hexaen-5-yl]oxy}-5H,7H-6λ6-thieno[3,4-d]pyrimidine-6,6-dione ClC=1N=C(C2=C(N1)CS(C2)(=O)=O)OC=2C=NC=1C=3C=4NCC(NC(C4SC3C=CC1N2)=O)C